N,N-dioleylsebacic acid amide C(CCCCCCC\C=C/CCCCCCCC)N(C(CCCCCCCCC(=O)O)=O)CCCCCCCC\C=C/CCCCCCCC